((((9H-fluoren-9-yl)methoxy)carbonyl)amino)-4-(allyloxy)-4-oxobutanoic acid C1=CC=CC=2C3=CC=CC=C3C(C12)COC(=O)NC(C(=O)O)CC(=O)OCC=C